4-(4-amino-6-(4-methacrylamido-phenyl)-7-methyl-7H-pyrrolo[2,3-d]pyrimidin-5-yl)-N-(2-hydroxyethyl)-N-methylbenzamide NC=1C2=C(N=CN1)N(C(=C2C2=CC=C(C(=O)N(C)CCO)C=C2)C2=CC=C(C=C2)NC(C(=C)C)=O)C